FC=1C=CC(=NC1C(F)(F)F)C(=O)O 5-fluoro-6-(trifluoromethyl)picolinic acid